(2S)-2-[9H-fluoren-9-ylmethoxycarbonyl(methyl)amino]oct-7-enoic acid C1=CC=CC=2C3=CC=CC=C3C(C12)COC(=O)N([C@H](C(=O)O)CCCCC=C)C